bis(4-fluorobenzoyl)-trimethylhexamethylenediamine FC1=CC=C(C(=O)C(CCCCCN(C)C)(NC)C(C2=CC=C(C=C2)F)=O)C=C1